Cis-N-(1-(2-fluorocyclopropyl)-2-oxo-1,2-dihydropyridin-3-yl)-7-isopropoxy-2-(1-(methoxymethyl)-2-oxabicyclo[2.1.1]hexan-4-yl)imidazo[1,2-a]pyrimidine-6-carboxamide FC1C(C1)N1C(C(=CC=C1)NC(=O)C=1C(=NC=2N(C1)C=C(N2)[C@@]21CO[C@@](C2)(C1)COC)OC(C)C)=O